bis-(γ-triethoxysilylpropyl)amine C(C)O[Si](CCCNCCC[Si](OCC)(OCC)OCC)(OCC)OCC